2-acetamido-2-deoxy-β-D-glucopyranosyl-(1→4)-β-D-glucopyranose C(C)(=O)N[C@H]1[C@@H](O[C@@H]([C@H]([C@@H]1O)O)CO)O[C@H]1[C@@H]([C@H]([C@H](O)O[C@@H]1CO)O)O